(E)-1-chloro-trifluoropropane ClCCC(F)(F)F